(1-(4-methoxybenzyl)-1H-indol-3-yl)(4-(pyrimidin-2-yl)piperazin-1-yl)methanone COC1=CC=C(CN2C=C(C3=CC=CC=C23)C(=O)N2CCN(CC2)C2=NC=CC=N2)C=C1